CON(C(=O)C1(CN(C1)C(=O)OCCCC)C)C butyl 3-(methoxy(methyl)carbamoyl)-3-methylazetidine-1-carboxylate